2-chloroethyltri-n-propoxysilane ClCC[Si](OCCC)(OCCC)OCCC